10-phenyl-9-oxothioxanthenium tetrakis(pentafluorobenzyl)borate FC1=C(C(=C(C(=C1C[B-](CC1=C(C(=C(C(=C1F)F)F)F)F)(CC1=C(C(=C(C(=C1F)F)F)F)F)CC1=C(C(=C(C(=C1F)F)F)F)F)F)F)F)F.C1(=CC=CC=C1)[S+]1C=2C=CC=CC2C(C2=CC=CC=C12)=O